O[C@@H]1CNCC[C@H]1NC1=CC=CC(=N1)S(=O)(=O)NC1=NC(=C(C=C1)C(F)(F)F)C1=C(C=CC=C1)C 6-(((3R,4R)-3-hydroxypiperidin-4-yl)amino)-N-(6-(o-tolyl)-5-(trifluoromethyl)pyridin-2-yl)pyridine-2-sulfonamide